ClC1=C(C=C(C=C1)[N+](=O)[O-])C1COCCCN1C1=NC(=NC(=C1)C)N 4-(3-(2-Chloro-5-nitrophenyl)-1,4-oxazepan-4-yl)-6-methylpyrimidin-2-amine